COC=1C=C2CCC(CC2=CC1)=O 6-methoxy-3,4-dihydronaphthalen-2(1H)-one